C(N)(OCC=1N(C2=CC=C(C=C2C1C=NO)F)C1CCN(CC1)[C@@H]1CC[C@@H](CC1)C(C)C)=O (5-fluoro-3-((hydroxyimino) methyl)-1-(1-(cis-4-isopropylcyclohexyl) piperidin-4-yl)-1H-indol-2-yl)methyl carbamate